COC1=CC=C(C=C1)[C@@H]1CC(N1C1=CC=CC=C1)=O 4(S)-(4-methoxyphenyl)-1-phenyl-2-azetidinone